CC1=NOC(=C1S(=O)(=O)NC(C1=CC(=C(C=C1)N1C(SCC1=O)C1=CC=C(C=C1)F)C)=O)C N-[(3,5-Dimethyl-1,2-oxazol-4-yl)sulfonyl]-4-[2-(4-fluorophenyl)-4-oxo-1,3-thiazolidin-3-yl]-3-methylbenzamide